N-(4-cyclobutyl-5-(4-fluorophenyl)-1-methyl-1H-pyrazol-3-yl)-3,3-difluoro-2,2-dimethylpropanamide C1(CCC1)C=1C(=NN(C1C1=CC=C(C=C1)F)C)NC(C(C(F)F)(C)C)=O